(trans-4-((benzylcarbamoyl)(5-bromopyridin-2-yl)amino)cyclohexyl)carbamic acid tert-butyl ester C(C)(C)(C)OC(N[C@@H]1CC[C@H](CC1)N(C1=NC=C(C=C1)Br)C(NCC1=CC=CC=C1)=O)=O